C1(CC1)C1=NNC(=N1)C1CC2(CN(C2)C(=O)N2CC3(C2)CC(C3)CC3=C(C=C(C=C3)P(=O)(C)C)F)C1 [6-(3-cyclopropyl-1H-1,2,4-triazol-5-yl)-2-azaspiro[3.3]heptan-2-yl]-[6-(4-dimethylphosphoryl-2-fluoro-benzyl)-2-azaspiro[3.3]heptan-2-yl]methanone